C1(=CC=CC=C1)CS(=O)(=O)NC1=C(C(=C(C=C1F)C1=CC2=C(N=C(N=C2)S(=O)(=O)C)N(C1=O)C(C)C)F)F 1-phenyl-N-(2,3,6-trifluoro-4-(8-isopropyl-2-(methylsulfonyl)-7-oxo-7,8-dihydropyrido[2,3-d]pyrimidin-6-yl)phenyl)methanesulfonamide